8-((2S,5S)-5-(azidomethyl)-4-(bis(4-fluorophenyl)methyl)-2-methylpiperazin-1-yl)-5-methyl-6-oxo-5,6-dihydro-1,5-naphthyridine-2-carbonitrile N(=[N+]=[N-])C[C@H]1N(C[C@@H](N(C1)C1=CC(N(C=2C=CC(=NC12)C#N)C)=O)C)C(C1=CC=C(C=C1)F)C1=CC=C(C=C1)F